C(C)(C)(C)OC(=O)N1CC2(C1)CC(C2)CC=2C(=NN(C2)C2CC2)C(F)(F)F 6-[[1-cyclopropyl-3-(trifluoromethyl)pyrazol-4-yl]methyl]-2-azaspiro[3.3]heptane-2-carboxylic acid tert-butyl ester